(3S)-3-[5-[4-[[1-[4-[(1R,2S)-2-(cyclohexen-1-yl)-6-hydroxy-tetralin-1-yl]phenyl]-4-piperidyl]methyl]piperazin-1-yl]-1-oxo-isoindolin-2-yl]piperidine-2,6-dione C1(=CCCCC1)[C@@H]1[C@@H](C2=CC=C(C=C2CC1)O)C1=CC=C(C=C1)N1CCC(CC1)CN1CCN(CC1)C=1C=C2CN(C(C2=CC1)=O)[C@@H]1C(NC(CC1)=O)=O